NC=1N=NC(=CC1C1=CC=C(OCC(=O)O)C=C1)C1=C(C=CC=C1)O 2-(4-(3-amino-6-(2-hydroxyphenyl)pyridazin-4-yl)phenoxy)acetic acid